O(C1=CC=CC=C1)C=1C=C(CN(C(=O)C2=C(C=C(C(=C2)C(=O)O)C(=O)O)C(=O)O)[C@H]2CCCC3=CC=CC=C23)C=CC1 5-([(3-Phenoxybenzyl)[(1S)-1,2,3,4-tetrahydro-1-naphthalenyl]amino]carbonyl)-1,2,4-benzenetricarboxylic acid